CN(CCS(=O)(=O)O)C(CCCCCCC\C=C/CCCCCCCC)=O.[Na] sodium methyl-oleoyl-taurine